Methylsulfonyl-Phenyloxadiazol CS(=O)(=O)C1=C(N=NO1)C1=CC=CC=C1